2-amino-3-(1H-indazol-5-yl)propanoic acid NC(C(=O)O)CC=1C=C2C=NNC2=CC1